2-(2,6-dioxo-3-piperidyl)-4-[[3-methyl-6-(2-methyl-4-pyridyl)-1,2-benzoxazol-5-yl]amino]isoindoline-1,3-dione O=C1NC(CCC1N1C(C2=CC=CC(=C2C1=O)NC=1C(=CC2=C(C(=NO2)C)C1)C1=CC(=NC=C1)C)=O)=O